4-(4-((4-bromo-2,5-dimethylthiophen-3-yl)methyl)phenyl)morpholine BrC=1C(=C(SC1C)C)CC1=CC=C(C=C1)N1CCOCC1